CN1CC(C(=O)N)=CC=C1 1-METHYLNICOTINAMID